C(C)(C)(C)OC(C(C(CC(F)(F)F)F)(F)F)(F)F octafluoropentyl tertiary butyl ether